N-(t-butoxycarbonyl)-4,7,10-trioxo-1,13-tridecanediamine C(C)(C)(C)OC(=O)NCCCC(CCC(CCC(CCCN)=O)=O)=O